COC1=C(N)C=C(C=C1)C1=NC=CC=C1 2-methoxy-5-(pyridin-2-yl)aniline